1-((3-(2-(2-fluorophenyl)-azetidine-1-carbonyl)bicyclo-[1.1.1]pentan-1-yl)methyl)-1H-indazole-5-carbonitrile FC1=C(C=CC=C1)C1N(CC1)C(=O)C12CC(C1)(C2)CN2N=CC1=CC(=CC=C21)C#N